3-{2-[(Dimethylamino)methyl]-1H-indol-3-yl}-5-hydroxy-2,3-dihydro-1H-isoindol-1-one CN(C)CC=1NC2=CC=CC=C2C1C1NC(C2=CC=C(C=C12)O)=O